OC=1C=CC=C2C=CC(=NC12)CNCCC(C(=O)N)(C)C ((((8-hydroxyquinoline-2-yl)methyl)amino)ethyl)-2-methylpropionamide